ClC=1C=C(C=CC1)C(C(OC(=O)N[C@H](C(=O)OC)CCCC)C1=CC=NC=C1)(F)F Methyl (2S)-2-(((2-(3-chlorophenyl)-2,2-difluoro-1-(pyridin-4-yl)ethoxy)carbonyl)amino)hexanoate